FC(C1CCCC(N1)=S)(F)F 6-(Trifluoromethyl)piperidine-2-thione